4-((R)-2-(2-Chlorophenyl)pyrrolidin-1-yl)-N-((R,E)-4-(methylsulfonyl)but-3-en-2-yl)benzamide ClC1=C(C=CC=C1)[C@@H]1N(CCC1)C1=CC=C(C(=O)N[C@H](C)\C=C\S(=O)(=O)C)C=C1